(5S,7S)-7-fluoro-5-phenyl-2-spiro[2.2]pent-2-ylsulfonyl-6,7-dihydro-5H-pyrrolo[1,2-b][1,2,4]triazole F[C@H]1C[C@H](N2N=C(N=C21)S(=O)(=O)C2CC21CC1)C1=CC=CC=C1